2-(tert-Butyl)-5-cyclohexylidene-4-phenyl-5H-benzo[d][1,3]diazepine C(C)(C)(C)C=1N=C(C(C2=C(N1)C=CC=C2)=C2CCCCC2)C2=CC=CC=C2